BrC1=CN=C(N=N1)N1CCC2(CC1)OC1=C([C@H]2N)C=CC=C1 (R)-1'-(6-bromo-1,2,4-triazine-3-yl)-3H-spiro[benzofuran-2,4'-piperidin]-3-amine